N-(3-(7-((4-methoxybenzyl)(methyl)amino)-1,6-naphthyridin-3-yl)-4-methylphenyl)-5-methyl-4-(trifluoromethyl)picolinamide COC1=CC=C(CN(C2=NC=C3C=C(C=NC3=C2)C=2C=C(C=CC2C)NC(C2=NC=C(C(=C2)C(F)(F)F)C)=O)C)C=C1